CC(C)N1C(NC(CC1=O)=O)=O 1-(prop-2-yl)-1,3-diazine-2,4,6-trione